C(C1=CC=CC=C1)OC(=O)N[C@H](C(=O)OCC1=CC=CC=C1)CCC(=O)N1CCOCC1 (S)-benzyl 2-(((benzyloxy) carbonyl) amino)-5-morpholino-5-oxopentanoate